COC([C@@H](NC([C@@H](N)CC(O)=O)=O)CC1=CC=CC=C1)=O L-α-aspartyl-L-phenylalanine methyl ester